(2-((S)-4-ethyl-4-hydroxy-3,14-dioxo-3,4,12,14-tetrahydro-1H-pyrano[3',4':6,7]indolizino[1,2-b]quinolin-11-yl)ethyl)(isopropyl)carbamic acid C(C)[C@]1(C(OCC=2C(N3CC=4C(=NC=5C=CC=CC5C4CCN(C(O)=O)C(C)C)C3=CC21)=O)=O)O